3-methyl-1-oxo-3,4-dihydrophthalazine CN1NC(C2=CC=CC=C2C1)=O